N-hydroxy-3-oxo-4-((1-propyl-1H-benzo[d]imidazol-2-yl)methyl)-3,4-dihydro-2H-benzo[b][1,4]oxazine-6-carboxamide ONC(=O)C1=CC2=C(OCC(N2CC2=NC3=C(N2CCC)C=CC=C3)=O)C=C1